3-[2-(2-hydroxy-1,1,2-trimethyl-propoxy)-4,4,5,5-tetramethyl-1,3,2-dioxasilolan-2-yl]propyl-dimethyl-octadecyl-ammonium OC(C(O[Si]1(OC(C(O1)(C)C)(C)C)CCC[N+](CCCCCCCCCCCCCCCCCC)(C)C)(C)C)(C)C